2-(1-((5-chloro-7-morpholinopyrazolo[1,5-a]pyrimidin-2-yl)methyl)piperidin-4-yl)propan-2-ol ClC1=NC=2N(C(=C1)N1CCOCC1)N=C(C2)CN2CCC(CC2)C(C)(C)O